(R)-2'-oxo-1',2',6,7-tetrahydro-4H-spiro[benzofuran-5,3'-pyrrolo[2,3-b]pyridine]-2-carboxylic acid ethyl ester C(C)OC(=O)C=1OC2=C(C1)C[C@]1(C(NC3=NC=CC=C31)=O)CC2